C(C=C)(=O)NCCOC=1C(=NC=NC1N)C=1C(=C(C=C(C1)F)NC(C1=C(C=C(C=C1)C1CC1)F)=O)C N-(3-(5-(2-Acrylamidoethoxy)-6-aminopyrimidin-4-yl)-5-fluoro-2-methylphenyl)4-cyclopropyl-2-fluorobenzamide